C1(CC1)C1N(CCNC1)C1=CC=CC(=N1)C1=NC2=CC(=NC=C2C=C1)CNC(C1=CC(=C(C=C1)C)S(=O)(=O)C)=O N-((2-(6-(2-cyclopropylpiperazin-1-yl)pyridin-2-yl)-1,6-naphthyridin-7-yl)methyl)-4-methyl-3-(methylsulfonyl)benzamide